FC1=C(CN2[C@@H](CCC2=O)CC(=O)N[C@@H](C(C)C)C(=O)OCC(=O)OC)C=CC=C1F.[O].[Cr].[Mn].[Fe] iron-manganese-chromium oxygen 2-Methoxy-2-oxoethyl (2-((S)-1-(2,3-difluorobenzyl)-5-oxopyrrolidin-2-yl)acetyl)-L-valinate